ClC=1C=C(C=C(C1)[Ge](C1=CC=CC=C1)(C1=CC=CC=C1)C1=CC=CC=C1)B(O)O (3-chloro-5-(triphenylgermyl)phenyl)boronic acid